C(C)OC(=O)C1=CN(C2=CC=C(C=C2C1=O)Cl)C=1C=NC(=CC1)N(C)C 6-chloro-1-[6-(dimethylamino)pyridin-3-yl]4-oxoquinoline-3-carboxylic acid ethyl ester